N1=CNC2=C1C=CC=C2 3H-benzoimidazole